C(=O)(O)CNCCN(CC(=O)O)CCNCC(=O)O N,N-bis[2-[(carboxymethyl)amino]ethyl]-glycine